NC1=CSC=C1 3-aminothiophene